BrC1=CC=C2C3(CC=4C(=NOC4C2=C1)NS(=O)(=O)C1=C(C=CC=C1)Cl)CC3 N-(8'-bromo-4'H-spiro[cyclopropane-1,5'-naphtho[2,1-d]isoxazol]-3'-yl)-2-chlorobenzenesulfonamide